(2S,6R)-2-(1-cyclopropylpyrazol-4-yl)-4-[7-[2-fluoro-4-(trifluoromethyl)-phenyl]-2-isopropoxy-thiazolo[4,5-d]pyrimidin-5-yl]-6-methyl-morpholine C1(CC1)N1N=CC(=C1)[C@H]1CN(C[C@H](O1)C)C=1N=C(C2=C(N1)N=C(S2)OC(C)C)C2=C(C=C(C=C2)C(F)(F)F)F